CC([C@@H](C(NC=1SC=C(N1)C1=CC=CC=C1)=O)NC([O-])=O)C [(1S)-2-methyl-1-[(4-phenylthiazol-2-yl)carbamoyl]propyl]carbamate